acetyl-thiobenzamide C(C)(=O)C1=C(C(=S)N)C=CC=C1